C(C)OC1=NC=CC=C1C1=NC=2CN(CC3(CCN(CC3)C=3C(=NC(=CC3)OC)C(F)(F)F)C2C=C1)C(=O)OC1CNC1 azetidin-3-yl 2-(2-ethoxypyridin-3-yl)-1'-[6-methoxy-2-(trifluoromethyl)pyridin-3-yl]spiro[6,8-dihydro-1,7-naphthyridine-5,4'-piperidine]-7-carboxylate